1-((5,5-dimethyl-1,3-dioxan-2-yl)methyl)-4-nitro-1H-1,2,3-triazole CC1(COC(OC1)CN1N=NC(=C1)[N+](=O)[O-])C